C1=CC=CC=2C3=CC=CC=C3N(C12)C1=C(C(=C(C(=C1N1C2=CC=CC=C2C=2C=CC=CC12)C#N)N1C2=CC=CC=C2C=2C=CC=CC12)N1C2=CC=CC=C2C=2C=CC=CC12)C1=C(C=CC=C1)N1C2=CC=CC=C2C=2C=CC=CC12 2,2',3,5,6-penta(9H-carbazol-9-yl)-[1,1'-biphenyl]-4-carbonitrile